1-imino-4-(4-nitrophenyl)-1lambda6-Thiomorpholine-1-oxide N=S1(CCN(CC1)C1=CC=C(C=C1)[N+](=O)[O-])=O